Methyl 2-(4-((2-((4-chloro-2-fluorophenoxy)methyl)pyridin-4-yl)oxy)-3-fluorophenyl)acetate ClC1=CC(=C(OCC2=NC=CC(=C2)OC2=C(C=C(C=C2)CC(=O)OC)F)C=C1)F